CN1N=CC2=CC=CC(=C12)NS(=O)(=O)C=1C=NC(=CC1)N1C(=NN=C1)C N-(1-METHYL-1H-INDAZOL-7-YL)-6-(3-METHYL-4H-1,2,4-TRIAZOL-4-YL)PYRIDINE-3-SULFONAMIDE